Cl.C(C1=CC=CC=C1)OC(NCCN)=O (2-amino-ethyl)-carbamic acid benzyl ester hydrochloride